5-[3-(3,3-dimethylmorpholine-4-carbonyl)-6-methoxy-1-(3-thienyl)benzofuro[3,2-c]pyrazol-7-yl]pyridine-3-carbonitrile CC1(N(CCOC1)C(=O)C=1C2=C(N(N1)C1=CSC=C1)C1=C(O2)C=C(C(=C1)C=1C=C(C=NC1)C#N)OC)C